NC1=C(C=O)C=CC(=C1)OC1CC1 2-AMINO-4-CYCLOPROPOXYBENZALDEHYDE